6-(6-fluoroquinoline-4-yl)spiro[2.5]octane FC=1C=C2C(=CC=NC2=CC1)C1CCC2(CC2)CC1